BrC=1C(=NC(=C(C1)COC(C)C)C)NC1=C(C(=CC=C1C)OCC1=CC=C(C=C1)OC)C 3-Bromo-5-(isopropoxymethyl)-N-(3-((4-methoxybenzyl)oxy)-2,6-dimethylphenyl)-6-methylpyridin-2-amine